Bis(2-ethylbutyl) 7,7'-((4-((2-(4-(2-((4-(bis(7-(2-ethylbutoxy)-2-hydroxy-7-oxoheptyl)amino)butanoyl)oxy)ethyl)piperazin-1-yl)ethyl)disulfaneyl)butyl)azanediyl)bis(6-hydroxyheptanoate) C(C)C(COC(CCCCC(CN(CCCC(=O)OCCN1CCN(CC1)CCSSCCCCN(CC(CCCCC(=O)OCC(CC)CC)O)CC(CCCCC(=O)OCC(CC)CC)O)CC(CCCCC(OCC(CC)CC)=O)O)O)=O)CC